C(=O)O.O1CC1 oxirane formate